C(C)(C)(C)OC(N(C1=NC(=C(C=C1C)NC(C(F)(F)F)=O)I)C(=O)OC(C)(C)C)=O N-[(tert-butoxy)carbonyl]-N-(6-iodo-3-methyl-5-(trifluoroacetylamino)pyridin-2-yl)carbamic acid tert-butyl ester